COC1=CC=C(C=C1)C(OCC1(CCN(CC1)C(CCCCCNC(CCCCC#C)=O)=O)COC(CCC(=O)[O-])=O)(C1=CC=CC=C1)C1=CC=C(C=C1)OC.C(C)[NH+](CC)CC Triethylammonium 4-((4-((bis(4-methoxyphenyl)(phenyl)methoxy)methyl)-1-(6-(hept-6-ynamido)hexanoyl)piperidin-4-yl)methoxy)-4-oxobutanoate